FC(C1=CC=CC(=N1)C(=O)NC=1C(=CC=2N(C1)C=CN2)C(=O)O)(F)F 6-(6-(trifluoromethyl)picolinamido)imidazo[1,2-a]pyridine-7-carboxylic acid